COCC1=CC=CC=2N=C(NC21)N2C=NC(=C2)COC2=CC=CC=C2 methoxymethyl-2-(4-phenoxymethylimidazol-1-yl)benzimidazole